C(C)(C)(C)NC(=O)NC=1C=CC2=C(OCC(N2CC2=CC(=CC=C2)C(F)F)=O)C1 (tert-butyl)-3-(4-(3-(difluoromethyl)benzyl)-3-oxo-3,4-dihydro-2H-benzo[b][1,4]oxazin-7-yl)urea